FC1CC(C1)N1N=C2N=C(C=CC2=C1)C1=C(C=C(C=C1C)C(F)(F)F)O 2-(2-((1s,3s)-3-fluorocyclobutyl)-2H-pyrazolo[3,4-b]pyridin-6-yl)-3-methyl-5-(trifluoromethyl)phenol